4-(2-(3-(2-cyclopropyl-1H-imidazol-1-yl)phenoxy)ethoxy)-3-methoxybenzonitrile C1(CC1)C=1N(C=CN1)C=1C=C(OCCOC2=C(C=C(C#N)C=C2)OC)C=CC1